dineopentyloxytin C(C(C)(C)C)O[Sn]OCC(C)(C)C